9-(4-{[4-(trifluoromethyl)pyridin-2-yl]oxy}phenyl)-3,4-dihydropyrido[2,1-c][1,2,4]thiadiazine 2,2-dioxide FC(C1=CC(=NC=C1)OC1=CC=C(C=C1)C1=CC=CN2C1=NS(CC2)(=O)=O)(F)F